2-[5-(1-bromoethyl)-3-(2-methoxyethoxy)-1,2,4-triazol-1-yl]-pyrimidine BrC(C)C1=NC(=NN1C1=NC=CC=N1)OCCOC